C1CCC2=C(C=3CCCC3C=C12)NC(=O)NS(=O)(=O)N(C)C N-[1,2,3,5,6,7-hexahydro-s-indacen-4-yl]-N'-[(dimethylamino)sulfonyl]urea